ClC=1C=C(C=CC1F)C1=NC=C(C2=C1C(CC2)NS(=O)(=O)C2CC2)C(=O)N (3-chloro-4-fluorophenyl)-7-(cyclopropanesulfonamido)-6,7-dihydro-5H-cyclopenta[c]pyridine-4-carboxamide